OCCCOC1=C(C2=CC=CC=C2C=C1)C1=C(C=CC2=CC=CC=C12)OCCCO 2,2'-bis(3-hydroxypropoxy)-1,1'-binaphthalene